(S)-3-(5-(4-((1-(azetidin-3-yl)piperidin-4-yl)methyl)piperazin-1-yl)-1-oxoisoindolin-2-yl)piperidine-2,6-dione N1CC(C1)N1CCC(CC1)CN1CCN(CC1)C=1C=C2CN(C(C2=CC1)=O)[C@@H]1C(NC(CC1)=O)=O